C(C)(C)NCC=1C=CC=NC1OC 5-((isopropylamino)methyl)-6-methoxypyridin